6-chloro-2-phenyldibenzo[b,d]furan ClC1=CC=CC=2C3=C(OC21)C=CC(=C3)C3=CC=CC=C3